eicosyl-dimethyl-amine C(CCCCCCCCCCCCCCCCCCC)N(C)C